hydroxyethylmorpholin OCCN1CCOCC1